1,3,5-triglycidyl-1,3,5-triazine-2,4,6(1h,3h,5h)-trione C(C1CO1)N1C(N(C(N(C1=O)CC1CO1)=O)CC1CO1)=O